C(C=C)(=O)OCCC[SiH2]CC(OCC)OCC acryloyloxypropyl-diethoxyethylsilane